C(C=C)(=O)O[N+]1=CC=CC=C1 acryloyloxy-pyridinium